trans-4-(trifluoromethyl)cyclohexyl ((4-nitrophenoxy)(phenoxy)phosphoryl)-D-alaninate [N+](=O)([O-])C1=CC=C(OP(=O)(OC2=CC=CC=C2)N[C@H](C)C(=O)O[C@@H]2CC[C@H](CC2)C(F)(F)F)C=C1